FC1=C(C=C(C=C1)NC1=CC=CC=C1)C (4-fluoro-3-methylphenyl)aniline